N-(methylsulfonyl)-3-((2,6-dimethylbenzyl)oxy)-4-methylbenzamide CS(=O)(=O)NC(C1=CC(=C(C=C1)C)OCC1=C(C=CC=C1C)C)=O